2-(2-(cyclopropanesulfonamido)pyrimidin-4-yl)butanamide tert-butyl-2-(6-(trifluoromethyl)pyridin-2-yl)-7-azaspiro[3.5]nonane-7-carboxylate C(C)(C)(C)OC(=O)N1CCC2(CC(C2)C2=NC(=CC=C2)C(F)(F)F)CC1.C1(CC1)S(=O)(=O)NC1=NC=CC(=N1)C(C(=O)N)CC